CC=1C=C2N(C(C(=NC2=CC1C)C(=O)NCC1=CC(=CC=C1)C(F)(F)F)=O)C[C@@H]([C@@H]([C@@H](CO)O)O)O 6,7-dimethyl-3-oxo-4-((2s,3s,4r)-2,3,4,5-tetrahydroxypentyl)-N-(3-(trifluoromethyl)benzyl)-3,4-dihydroquinoxaline-2-carboxamide